ClC=1C=C2C=CN(C2=C(C1)C1=C2C(=NC=C1)C=C(S2)CN2C(N(C=C(C2=O)Cl)C2CC2)=O)CC2(CCNCC2)C#N 4-((5-chloro-7-(2-((5-chloro-3-cyclopropyl-2,6-dioxo-3,6-dihydropyrimidin-1(2H)-yl)methyl)thieno[3,2-b]pyridin-7-yl)-1H-indol-1-yl)methyl)piperidine-4-carbonitrile